ClC=1C=CC(=C(C1)C1=CC(=C(N=N1)C)NC1=CC(=NC=C1)NC(CCN1CC2(C1)CN(C2)C)=O)F N-(4-{[6-(5-Chloro-2-Fluorophenyl)-3-Methylpyridazin-4-yl]Amino}Pyridin-2-yl)-3-{6-Methyl-2,6-Diazaspiro[3.3]Heptan-2-yl}Propanamid